(2-Nitrophenyl)-N-(2-(piperidin-1-yl)ethyl)-2-(4-(trifluoromethyl)phenyl)Azole-4-carboxamide [N+](=O)([O-])C1=C(C=CC=C1)C1=C(NC=C1C(=O)NCCN1CCCCC1)C1=CC=C(C=C1)C(F)(F)F